phosphoramidate choline OCC[N+](C)(C)C.P([O-])([O-])(=O)N.OCC[N+](C)(C)C